N'-((1-((1r,4r)-4-(Cyanomethyl)cyclohexyl)-1,6-dihydroimidazo[4,5-d]pyrrolo[2,3-b]pyridin-2-yl)methoxy)cyclopropanecarboximidamide C(#N)CC1CCC(CC1)N1C(=NC=2C1=C1C(=NC2)NC=C1)CON=C(N)C1CC1